CC(C)([S@@](=O)NCC=1OC2=C(C1)C=C(C=C2I)COC2=C(C=CC=C2)CC(=O)OCC)C (-)-(R)-ethyl 2-(2-((2-((1,1-dimethylethylsulfinamido)methyl)-7-iodobenzofuran-5-yl)methoxy)phenyl)acetate